(1s,3s)-3-(cyanomethyl)-3-(4-(6-(5-(hydroxymethyl)isoxazol-3-yl)pyrazolo[1,5-a]pyrazin-4-yl)-1H-pyrazol-1-yl)cyclobutane-1-carbonitrile C(#N)CC1(CC(C1)C#N)N1N=CC(=C1)C=1C=2N(C=C(N1)C1=NOC(=C1)CO)N=CC2